Cl.NCC(=O)C1CN(CCC1)C(=O)OC(C)(C)C tert-Butyl 3-glycylpiperidine-1-carboxylate hydrochloride